ClC1=C2CCCN(C2=CC=C1Cl)C(=O)[C@@H]1[C@@H]([C@@H](C(N1C1=NC(=CC(=C1)C(F)(F)F)C)=O)O)O (3S,4S,5S)-5-(5,6-dichloro-1,2,3,4-tetrahydroquinoline-1-carbonyl)-3,4-dihydroxy-1-(6-methyl-4-(trifluoromethyl)pyridin-2-yl)pyrrolidin-2-one